4-bromo-3-ethyl-2-fluorobenzoic acid BrC1=C(C(=C(C(=O)O)C=C1)F)CC